4,6-dicyclopropyl-5-(4,4,5,5-tetramethyl-1,3,2-dioxaborolan-2-yl)pyrimidine C1(CC1)C1=NC=NC(=C1B1OC(C(O1)(C)C)(C)C)C1CC1